FC1=C(CN(S(=O)(=O)C2CCN(CC2)C2COC2)C2=CC=CC=C2)C=CC(=C1)C(=O)NN N-(2-fluoro-4-(hydrazinecarbonyl)benzyl)-1-(oxetan-3-yl)-N-phenylpiperidine-4-sulfonamide